(m-tolyl)-1H-imidazol C1(=CC(=CC=C1)N1C=NC=C1)C